FC1=CC=C(C=C1)C1(CCN(CC1)[C@H]1COC2=CC=CC=C2C1)O (3R,4S)-3-(4-(4-fluorophenyl)-4-hydroxypiperidin-1-yl)-chroman